cobalt nickel iron cyanide [Fe](C#N)C#N.[Ni].[Co]